S1C(=CC=C1)CCN1CCC(CC1)NC(CC)=O N-(1-(2-(Thiophen-2-yl)ethyl)piperidin-4-yl)propionamide